4-(trifluoromethyl)phthalazin-1(2H)-one FC(C1=NNC(C2=CC=CC=C12)=O)(F)F